FC(C1=NC=C(C=N1)N)(F)F 2-Trifluoromethyl-5-aminopyrimidine